FC1=C(COC2=CC=3CC4C(C3C=C2)C4C(=O)OCC)C=C(C=C1)C=1C(=NC(=CC1)N1C4CC(CC1CC4)O)C 4-{2-fluoro-5-[6-(3-hydroxy-8-aza-bicyclo[3.2.1]oct-8-yl)-2-methyl-pyridin-3-yl]-benzyloxy}-1,1a,6,6a-tetrahydro-cyclopropa[a]indene-1-carboxylic acid, ethyl ester